1-[(3S)-3-(but-2-ynoylamino)cyclohexen-1-yl]-2-fluoro-5,6,7,8,9,10-hexahydrocyclohepta[b]indole-4-carboxamide C(C#CC)(=O)N[C@@H]1C=C(CCC1)C1=C2C3=C(NC2=C(C=C1F)C(=O)N)CCCCC3